4,4'-(propane-2,2-diyl)dicyclohexanol CC(C)(C1CCC(CC1)O)C1CCC(CC1)O